4-(7-fluoroimidazo[1,2-a]pyridin-3-yl)-7-((6-(((S)-3-hydroxypyrrolidin-1-yl)methyl)-5-((S)-tetrahydrofuran-3-yl)pyridin-2-yl)amino)isoindolin-1-one FC1=CC=2N(C=C1)C(=CN2)C2=C1CNC(C1=C(C=C2)NC2=NC(=C(C=C2)[C@H]2COCC2)CN2C[C@H](CC2)O)=O